C[Si]1(C2=C(C3=C1C=CC=C3)C=CC(=C2)C=2N=C(C(=NC2C2=CC=CC=C2)C2=C(C=CC=C2)C2=NC(=NC(=N2)C2=CC=CC=C2)C2=CC=CC=C2)C2=CC=CC=C2)C 2-(2-(5-(5,5-dimethyl-5H-dibenzo[b,d]silol-3-yl)-3,6-diphenylpyrazin-2-yl)phenyl)-4,6-diphenyl-1,3,5-triazine